C(C)(C)(C)C1N(CCC(C1)C#C)C1CCNCC1 Tert-butyl-4-ethynyl-[1,4'-bipiperidine]